N1C[C@H](OCC1)CCC(=O)O |r| (±)-2-morpholinepropanoic acid